(S)-3-(3-chlorophenyl)-4-(tetrahydro-2H-pyran-4-carbonyl)-2,3,4,5-tetrahydrobenzo[f][1,4]oxazepine-8-carboxylic acid methyl ester COC(=O)C1=CC2=C(CN([C@H](CO2)C2=CC(=CC=C2)Cl)C(=O)C2CCOCC2)C=C1